4,5-dibromo-2-cyanothiophene BrC=1C=C(SC1Br)C#N